6-bromo-1-methyl-N-(4-methyl-1,1-dioxidotetrahydro-2H-thiopyran-4-yl)-1H-benzo[d]imidazole-2-carboxamide BrC=1C=CC2=C(N(C(=N2)C(=O)NC2(CCS(CC2)(=O)=O)C)C)C1